(R)-N-(2-(4-Cyanothiazolidin-3-yl)-2-oxoethyl)-6-(cyclopropylmethoxy)quinoline-4-carboxamide C(#N)[C@H]1N(CSC1)C(CNC(=O)C1=CC=NC2=CC=C(C=C12)OCC1CC1)=O